3,4',5-trichloro-salicylanilide ClC1=C(C(C(=O)NC2=CC=C(C=C2)Cl)=CC(=C1)Cl)O